bis(2,6-dimethylbenzoyl) peroxide CC1=C(C(=O)OOC(C2=C(C=CC=C2C)C)=O)C(=CC=C1)C